1-methyl-4-(3-(9-methyl-6-morpholino-8-(pyridin-4-yl)-9H-purin-2-yl)-1H-pyrazol-1-yl)pyridin-2(1H)-one CN1C(C=C(C=C1)N1N=C(C=C1)C1=NC(=C2N=C(N(C2=N1)C)C1=CC=NC=C1)N1CCOCC1)=O